Cl.ClC1=CC(=C(C=C1)C1=CC=C(C=C1)N1CCNCC1)N1CC(CC(C1)(F)F)N1N=CC(=C1C(F)F)C(=O)O 1-{1-[4-chloro-4'-(piperazin-1-yl)[1,1'-biphenyl]-2-yl]-5,5-difluoropiperidin-3-yl}-5-(difluoromethyl)-1H-pyrazole-4-carboxylic acid-hydrochloride